6-morpholino-2-((R*)-2-((S*)-1-phenylethyl)pyrrolidin-1-yl)pyrimidin-4(3H)-one O1CCN(CC1)C1=CC(NC(=N1)N1[C@H](CCC1)[C@@H](C)C1=CC=CC=C1)=O |o1:13,17|